6-Cyclopropyl-3-(1-(2,5-difluorophenyl)-4-(trimethylsilyl)but-3-yn-1-yl)-1-methylpyridin-2(1H)-one C1(CC1)C1=CC=C(C(N1C)=O)C(CC#C[Si](C)(C)C)C1=C(C=CC(=C1)F)F